2-(ethoxycarbonyl)-phenoxylaluminum C(C)OC(=O)C1=C(O[Al])C=CC=C1